FC=1C=C(C=CC1)C=1C=CC=2N(C1)N=CC2N2CCN(CC2)C(=O)OC(C)(C)C tert-butyl 4-[6-(3-fluorophenyl)pyrazolo[1,5-a]pyridin-3-yl]piperazine-1-carboxylate